CC1=CC=C(C(=O)[O-])C=C1.C(C1=CC=CC=C1)[NH2+]CC1=CC=CC=C1 Dibenzylammonium 4-methylbenzoate